benzyl 4-(((2S,6R)-4-(2,6-difluoro-4-nitrophenyl)-2,6-dimethylpiperazin-1-yl)methyl)piperidine-1-carboxylate FC1=C(C(=CC(=C1)[N+](=O)[O-])F)N1C[C@@H](N([C@@H](C1)C)CC1CCN(CC1)C(=O)OCC1=CC=CC=C1)C